2-(3,5-dichloro-4-((2-cyclohexyl-4-methylquinolin-6-yl)oxy)phenyl)-3,5-dioxo-2,3,4,5-tetrahydro-1,2,4-triazine-6-carbonitrile ClC=1C=C(C=C(C1OC=1C=C2C(=CC(=NC2=CC1)C1CCCCC1)C)Cl)N1N=C(C(NC1=O)=O)C#N